Cl.BrC1=C(C=CC=C1)N1CCN(CC1)CCN 2-(4-(2-bromophenyl)piperazin-1-yl)ethan-1-amine hydrochloride